N4-[2-(6-methyl-2-pyridyl)pyrimidin-4-yl]-N2-[4-(3-piperidyl)phenyl]pyrimidine-2,4-diamine CC1=CC=CC(=N1)C1=NC=CC(=N1)NC1=NC(=NC=C1)NC1=CC=C(C=C1)C1CNCCC1